C(C1=CC=CC=C1)OC(=O)NCNC(=O)C(C(=O)O)CC(C)C 2-((benzyloxycarbonylamino)methylcarbamoyl)-4-methylpentanoic acid